CC1=CC=C2CCC(NC2=C1)C1=CC=C(C(=O)N)C=C1 4-(7-Methyl-1,2,3,4-tetrahydroquinoline-2-yl)benzamide